3-amino-3-(2-(benzyloxy)-1-fluoroethyl)piperidine-1-carboxylic acid tert-butyl ester C(C)(C)(C)OC(=O)N1CC(CCC1)(C(COCC1=CC=CC=C1)F)N